2-(difluoromethyl)-3-methyl-6-[(2S)-2-(1-methylpyrazol-4-yl)morpholino]-8-[3-(trifluoromethyl)-1-bicyclo[1.1.1]pentanyl]pyrimido[5,4-d]pyrimidin-4-one FC(C=1N(C(C2=C(N1)C(=NC(=N2)N2C[C@@H](OCC2)C=2C=NN(C2)C)C21CC(C2)(C1)C(F)(F)F)=O)C)F